C(#N)[C@H](C[C@H]1C(NCC1)=O)NC(=O)[C@@H]1[C@H]2C([C@H]2CN1C([C@@H](NC(C(F)(F)F)=O)CCCC(F)F)=O)(C)C (1R,2S,5S)-N-{(1S)-1-cyano-2-[(3S)-2-oxopyrrolidin-3-yl]ethyl}-3-[6,6-difluoro-N-(trifluoroacetyl)-L-norleucyl]-6,6-dimethyl-3-azabicyclo[3.1.0]hexane-2-carboxamide